(S)-2-(N-[4-amino-5-(4-methoxybenzoyl)thiazol-2-yl]-4-chloro-3-fluoro-anilino)propanamide NC=1N=C(SC1C(C1=CC=C(C=C1)OC)=O)N(C1=CC(=C(C=C1)Cl)F)[C@H](C(=O)N)C